O=C1N(C=C(C=C1)C1(CC1)C(F)(F)F)CC1CC2(CN(C2)C(=O)N2C[C@@H]3[C@@H](OCC(N3)=O)CC2)C1 (4aR,8aS)-6-[6-[[2-oxo-5-[1-(trifluoromethyl)cyclopropyl]-1-pyridyl]methyl]-2-azaspiro[3.3]heptane-2-carbonyl]-4,4a,5,7,8,8a-hexahydropyrido[4,3-b][1,4]oxazin-3-one